P([O-])([O-])[O-].C[NH3+].C[NH3+].C[NH3+] methylammonium phosphite